(1S,4s)-4-(((((R)-1-(3-(difluoromethyl)-2-fluorophenyl)ethyl)amino)-2-methyl-8,9-dihydrofuro[2,3-h]quinazolin-6-yl)oxy)cyclohexanol FC(C=1C(=C(C=CC1)[C@H](C)NC1=NC(=NC2=C3C(=C(C=C12)OC1CCC(CC1)O)OCC3)C)F)F